C[C@@]12CC[C@@]3(C(=C1CC(CC2)(C)C)C[C@H]([C@H]4[C@]3(CC[C@@H]5[C@@]4(CC[C@@H](C5(C)C)O)C)C)O)C The molecule is a pentacyclic triterpenoid with formula C30H50O2, originally isolated from Tripterygium hypoglaucum. It has a role as a plant metabolite. It is a pentacyclic triterpenoid, a secondary alcohol and a diol. It derives from a hydride of an oleanane.